5-(chloromethyl)-2,4-dimethyl-1,3-Thiazole hydrochloride Cl.ClCC1=C(N=C(S1)C)C